C(#N)C1=CC=C(CCN[C@H](C(=O)C2=CNC3=CC(=CC=C23)C(=O)NC[C@H](C)O)C2=CC=CC=C2)C=C1 |&1:9| (S)- and (R)-3-(2-((4-cyanophenethyl)amino)-2-phenylacetyl)-N-((S)-2-hydroxypropyl)-1H-indole-6-carboxamide